3-amino-8-bromo-N-((5-methyl-1,3,4-oxadiazole-2-yl)methyl)imidazo[1,2-a]pyridine-2-carboxamide NC1=C(N=C2N1C=CC=C2Br)C(=O)NCC=2OC(=NN2)C